2-methyl-2-(4-morpholinyl)-1-[4-(Methylthio)phenyl]-1-propanone CC(C(=O)C1=CC=C(C=C1)SC)(C)N1CCOCC1